thiazolopyridinedicarboxylic acid N1=C(SC2=C1C=CC(=N2)C(=O)O)C(=O)O